3-(2-amino-6-(1-((5-(trifluoromethyl)-1H-indol-3-yl)methyl)-1H-1,2,3-triazol-4-yl)pyrimidin-4-yl)-2-methylbenzonitrile NC1=NC(=CC(=N1)C=1C(=C(C#N)C=CC1)C)C=1N=NN(C1)CC1=CNC2=CC=C(C=C12)C(F)(F)F